BrC1=C(C=CC(=C1)C)C1=C(C(=CC(=C1)C(C)(C)C)C12CC3CC(CC(C1)C3)C2)OCOC (3r,5r,7r)-1-(2'-bromo-5-(tert-butyl)-2-(methoxymethoxy)-4'-methyl-[1,1'-biphenyl]-3-yl)adamantane